6-(4-(5-hydroxy-3-(naphthalen-2-yl)-1H-pyrazol-1-yl)phenyl)-4,5-dihydropyridazin-3(2H)-one OC1=CC(=NN1C1=CC=C(C=C1)C=1CCC(NN1)=O)C1=CC2=CC=CC=C2C=C1